3-Isopropyl-2-(2-methylpyridin-4-yl)-5-(pyridin-4-ylmethoxy)-1H-indol C(C)(C)C1=C(NC2=CC=C(C=C12)OCC1=CC=NC=C1)C1=CC(=NC=C1)C